C(C)(=O)N1/C(/C(C2=CC=CC=C12)=O)=C/C=1SC2=C(N1)C=CC(=C2)C(=O)N2CCOCC2 (E)-1-acetyl-2-((6-(morpholine-4-carbonyl)benzo[d]thiazol-2-yl)-methylene)indolin-3-one